C1(CCC1)N1C=NC=2N=CC=3C=CC(=CC3C21)C=2C=NN(C2)C 1-cyclobutyl-8-(1-methyl-1H-pyrazol-4-yl)-1H-imidazo[4,5-c]isoquinoline